ClC1=C(C=C(C(=C1)F)N1C(NC(=CC1=O)C(F)(F)F)=O)C1=NOC(C1)(C(=O)OCC)C ethyl 3-(2-chloro-5-(2,6-dioxo-4-trifluoromethyl-3,6-dihydropyrimidin-1(2H)-yl)-4-fluorophenyl)-5-methyl-4,5-dihydroisoxazole-5-carboxylate